3-[5-chloro-4-(trifluoromethyl)-pyridin-2-yl]-4-hydroxy-1-methylimidazolidin-2-one ClC=1C(=CC(=NC1)N1C(N(CC1O)C)=O)C(F)(F)F